d-(-)-gulose C([C@H]([C@@H]([C@H]([C@H](C=O)O)O)O)O)O